3-(furan-2-yl)-3-phenylpropan-1-amine O1C(=CC=C1)C(CCN)C1=CC=CC=C1